NCC=1OC2=C(C1)C=C(C=C2C(=O)OC)OC methyl 2-(aminomethyl)-5-methoxybenzofuran-7-carboxylate